salicylic acid vanillylamide C(C1=CC(OC)=C(O)C=C1)NC(C=1C(O)=CC=CC1)=O